O=C1NC(CCC1N1CC2=CC=C(C=C2C1=O)OC(N(C1=C(C=CC(=C1)OC(F)(F)F)Cl)C)=O)=O (2-(2,6-dioxopiperidin-3-yl)-3-oxoisoindolin-5-yl)methyl(2-chloro-5-(trifluoromethoxy)phenyl)carbamate